2-(8-(2-((R)-1-hydroxyethyl)imidazo[4,5-d]pyrrolo[2,3-b]pyridine-1(6H)-yl)-8-azabicyclo[3.2.1]octane-3-yl)acetonitrile O[C@H](C)C1=NC=2C(=C3C(=NC2)NC=C3)N1N1C3CC(CC1CC3)CC#N